FC1=C(C=CC=C1C[C@@H]1N(CC([C@@H]1NS(=O)(=O)CC)(F)F)C(=O)C1(OCC1)C)C1=CC(=CC=C1)F N-[(2S,3R)-2-[(2,3'-difluoro[1,1'-biphenyl]-3-yl)methyl]-4,4-difluoro-1-(2-methyloxetane-2-carbonyl)pyrrolidin-3-yl]ethanesulfonamide